NC1=C(C(=O)N[C@@H]2CC[C@H](CC2)O)C=C(C=C1Br)Br trans-4-[(2-amino-3,5-dibromo-benzoyl)amino]cyclohexanol